BrC=1C=NC(=NC1)N1CCN(CC1)C(=O)C1=CC=C(C=C1)C1=NC2=C(N1)C=CC=C2C(=O)N 2-(4-(4-(5-bromopyrimidin-2-yl)piperazine-1-carbonyl)phenyl)-1H-benzo[d]imidazole-4-carboxamide